COC1=NC=C(C(=N1)OC)N1N=C2N=CN=C(C2=C1)N1CC(CC1)OCCN1CCCCC1 2-(2,4-Dimethoxypyrimidin-5-yl)-4-[3-[2-(1-piperidinyl)ethoxy]pyrrolidin-1-yl]pyrazolo[3,4-d]pyrimidine